N1CCC(CC1)CN1[C@H](CN(CC1)C(=O)OC(C)(C)C)C(F)(F)F tert-butyl (R)-4-(piperidin-4-ylmethyl)-3-(trifluoromethyl)piperazine-1-carboxylate